N-(4-(hydrazinecarbonyl)benzyl)-2-(3-hydroxypiperidin-1-yl)-N-phenylethanesulfonamide N(N)C(=O)C1=CC=C(CN(S(=O)(=O)CCN2CC(CCC2)O)C2=CC=CC=C2)C=C1